ClC1=NC=2C=NC(=NC2N(C1=O)C1=CC=C(C=C1)C1CC1)NC1CC1 6-chloro-2-(cyclopropylamino)-8-(4-cyclopropylphenyl)pteridin-7(8H)-one